C(CCCCC)C1=C(C=O)C=CC(=C1)C=O 2-hexyl-terephthalaldehyde